ClC1=CC(=NC=N1)NC1=CC=2C3=C(C(N(C2C=C1)C)=O)OCC([C@@H](N3)C3CC3)(F)F (S)-10-((6-chloropyrimidin-4-yl)amino)-2-cyclopropyl-3,3-difluoro-7-methyl-1,2,3,4-tetrahydro-[1,4]oxazepino[2,3-c]quinolin-6(7H)-one